N-(Prop-2-yn-1-yl)-3-(pyridin-2-yldisulfanyl)propenamide C(C#C)NC(C=CSSC1=NC=CC=C1)=O